COC1=CC=C(COC=2C(=C(C(=CC2)C)N2C3=C(C4=C2N=CN=C4N)C=C(C(=N3)C)C(C)(C)OC)C)C=C1 9-(3-((4-Methoxybenzyl)oxy)-2,6-dimethylphenyl)-6-(2-methoxypropan-2-yl)-7-methyl-9H-pyrido[3',2':4,5]pyrrolo[2,3-d]pyrimidin-4-amine